C(C)(=O)C=1C=C(C=C2C(CC(C12)NS(=O)(=O)C1=CC=CC=C1)(C)C)C(C)(C)C N-(7-acetyl-5-(tert-butyl)-3,3-dimethyl-2,3-dihydro-1H-inden-1-yl)benzenesulfonamide